FC(CN1CCC1)(F)F N-(2,2,2-trifluoroethyl)azetidine